CN(CCC1(C(C=C(C=C1)NC1=NC=C(C(=N1)C1=CN(C2=CC=CC=C12)C)C(F)(F)F)N)NCC)C 1-(2-(dimethylamino)ethyl)-N1-ethyl-N4-(4-(1-methyl-1H-indol-3-yl)-5-(trifluoromethyl)pyrimidin-2-yl)benzene-1,2,4-triamine